C(C)(C)(C)OC(=O)N(CCC1COC1)C[C@@H]1N(C2=CC(=C(C(=C2C1)F)N1S(NC(C1)=O)(=O)=O)O)C(=O)OC(C)(C)C tert-butyl (2R)-2-({(tert-butoxycarbonyl)[2-(oxetan-3-yl)ethyl]amino}methyl)-4-fluoro-6-hydroxy-5-(1,1,4-trioxo-1λ6,2,5-thiadiazolidin-2-yl)-2,3-dihydro-1H-indole-1-carboxylate